2-(3-benzyl-2,4-dioxo-7-(tritylcarbamoyl)-3,4-dihydroquinazolin-1(2H)-yl)acetic acid C(C1=CC=CC=C1)N1C(N(C2=CC(=CC=C2C1=O)C(NC(C1=CC=CC=C1)(C1=CC=CC=C1)C1=CC=CC=C1)=O)CC(=O)O)=O